C(C)OC(=O)C=1OC(=CC1)CN(C(C)C)C(C)C 5-((diisopropylamino)methyl)furan-2-carboxylic acid ethyl ester